[Pb].[Ge].[Sn] tin germanium lead